FC(C=1C=CC(=C2C=CC=NC12)N[C@H]1CN(CC1)CC(=O)N1[C@@H](CCC1)C#N)(F)F (2S)-1-[2-[(3R)-3-[[8-(trifluoromethyl)-5-quinolinyl]amino]pyrrolidin-1-yl]acetyl]pyrrolidine-2-carbonitrile